FC=1C(=CC(=NC1)OC)C1=CC(=NN1COCC[Si](C)(C)C)C(=O)N1C2CC(CC1CC2)C(=O)N 8-[5-(5-fluoro-2-methoxypyridin-4-yl)-1-[[2-(trimethylsilyl)ethoxy]methyl]pyrazole-3-carbonyl]-8-azabicyclo[3.2.1]octane-3-carboxamide